5-methyl-3-[3-(trifluoromethyl)phenoxy]pyridazine-4-carboxamide CC=1C(=C(N=NC1)OC1=CC(=CC=C1)C(F)(F)F)C(=O)N